(E)-3-(dipropylamino)-N-((1,2,3,5,6,7-hexahydro-s-indacen-4-yl)carbamoyl)prop-1-ene-1-sulfonamide C(CC)N(C/C=C/S(=O)(=O)NC(NC1=C2CCCC2=CC=2CCCC12)=O)CCC